(S)-2-amino-5-(methoxy-d3)-N-(1-(8-((1-methyl-1H-pyrazol-4-yl)ethynyl)-1-Oxo-2-phenyl-1,2-dihydroisoquinolin-3-yl)ethyl)pyrazolo[1,5-a]pyrimidine-3-carboxamide NC1=NN2C(N=C(C=C2)OC([2H])([2H])[2H])=C1C(=O)N[C@@H](C)C=1N(C(C2=C(C=CC=C2C1)C#CC=1C=NN(C1)C)=O)C1=CC=CC=C1